2-(2-((2-(1-butyl-1H-benzo[d]imidazol-2-yl)ethyl)amino)ethyl)-N-((3-fluoropyridin-2-yl)methyl)oxazole-4-carboxamide dihydrochloride Cl.Cl.C(CCC)N1C(=NC2=C1C=CC=C2)CCNCCC=2OC=C(N2)C(=O)NCC2=NC=CC=C2F